F[C@H]1CN(CC[C@H]1NC=1C=2N(C=CC1)C(=C(N2)C#CCNC=2C=CC(=NC2)C(=O)NC)CC(F)(F)F)C 5-{[3-(8-{[(3S,4R)-3-fluoro-1-methylpiperidin-4-yl]amino}-3-(2,2,2-trifluoroethyl)imidazo[1,2-a]pyridin-2-yl)prop-2-yn-1-yl]amino}-N-methylpyridine-2-carboxamide